(S)-4-((2-(3,5-difluorophenoxy)ethyl)(4-(5,6,7,8-tetrahydro-1,8-naphthyridin-2-yl)butyl)amino)-2-((6-(trifluoromethyl)pyrimidin-4-yl)amino)butanoic acid FC=1C=C(OCCN(CC[C@@H](C(=O)O)NC2=NC=NC(=C2)C(F)(F)F)CCCCC2=NC=3NCCCC3C=C2)C=C(C1)F